O1C(NC(C1)=O)=O Oxazolidine-2,4-dione